N2-(1,3-Benzodioxolan-5-yl)-5-chloro-N4-(2-dimethylphosphonoanilino)pyrimidine-2,4-diamine O1COC2=C1C=CC(=C2)NC2=NC=C(C(=N2)NNC2=C(C=CC=C2)P(=O)(OC)OC)Cl